9β,10α-cholesta-5,7-diene-3β,27-diol CC(CO)CCC[C@@H](C)[C@H]1CC[C@H]2C3=CC=C4C[C@H](CC[C@@]4(C)[C@@H]3CC[C@]12C)O